N-(6-(cyclopropylmethoxy)-1-oxo-2-(piperidin-4-yl)isoindolin-5-yl)pyrazolo[1,5-a]pyrimidine-3-carboxamide C1(CC1)COC1=C(C=C2CN(C(C2=C1)=O)C1CCNCC1)NC(=O)C=1C=NN2C1N=CC=C2